(S)-(5-(6-(3-ethylmorpholino)-4-(1-methyl-4-(methylsulfonyl)piperidin-4-yl)pyridin-2-yl)-1H-pyrrolo[3,2-b]pyridin-2-yl)methanol C(C)[C@H]1COCCN1C1=CC(=CC(=N1)C1=CC=C2C(=N1)C=C(N2)CO)C2(CCN(CC2)C)S(=O)(=O)C